ClC=1C=CC2=C(N=C(O2)C2CC3(CC(C3)NC(=O)C=3OC(=CC3)CS(=O)(=O)C(C)C)C2)C1 N-[6-(5-chloro-1,3-benzoxazol-2-yl)spiro[3.3]heptane-2-yl]-5-(isopropylsulfonylmethyl)furan-2-carboxamide